OCCN(C(CCCCCCCCCCCCCCC)=O)CCO N,N-Bis(2-hydroxyethyl)hexadecanamide